(4-(morpholinomethyl)-6-(3-nitrophenyl)pyridin-2-yl)amino-1H-pyrazole-1-carboxylate O1CCN(CC1)CC1=CC(=NC(=C1)C1=CC(=CC=C1)[N+](=O)[O-])NC1=NN(C=C1)C(=O)[O-]